ClC1=CC=C(C=C1)CN(CC(=O)NO)CC=1C=C(C(=O)O)C=CC1 3-[[(4-Chlorophenyl)methyl-[2-(hydroxyamino)-2-oxoethyl]amino]methyl]benzoic acid